2-(4-methoxyphenyl)-1-((4-methoxyphenyl)ethynyl)-1,2,3,4-tetrahydroisoquinoline COC1=CC=C(C=C1)N1C(C2=CC=CC=C2CC1)C#CC1=CC=C(C=C1)OC